ClC=1C=CC2=C(CC(CC=3N2C(=NN3)[C@@H]3CC[C@H](CC3)OC3=NC=CC=C3)N(C)C)C1 8-chloro-N,N-dimethyl-1-[trans-4-(pyridin-2-yloxy)cyclohexyl]-5,6-dihydro-4H-[1,2,4]triazolo[4,3-a][1]benzazepin-5-amine